3-{[3-(acryloylamino)propyl] (dimethyl)ammonio}-1-propanesulfonate C(C=C)(=O)NCCC[N+](CCCS(=O)(=O)[O-])(C)C